2-(4-chlorophenoxy)aniline ClC1=CC=C(OC2=C(N)C=CC=C2)C=C1